ClC1=CC2=CN(C(N=C2C=C1F)[C@H](CCC)N1CCNC[C@@H](C1)C)CC 6-chloro-3-ethyl-7-fluoro-2-((S)-1-((S)-6-methyl-1,4-diazepan-1-yl)butyl)quinazolin